tert-butyl (3R,4R)-4-(3-oxo-4-(m-tolylamino)-2,3-dihydro-1H-pyrrolo[3,4-c]pyridin-6-ylamino)tetrahydro-2H-pyran-3-ylcarbamate O=C1NCC2=C1C(=NC(=C2)N[C@H]2[C@H](COCC2)NC(OC(C)(C)C)=O)NC=2C=C(C=CC2)C